OC=1C(=C(C=C(C1)C=1OC2=C(C(=C(C(=C2C(C1)=O)O)OC)OC)OC)[O-])OC 3-hydroxy-2-methoxy-5-(5-hydroxy-6,7,8-trimethoxy-4-oxo-4H-chromen-2-yl)phenolate